(1R,2S,6R,7S)-4-(6-ethoxy-1,3-benzothiazol-2-yl)-4-azatricyclo[5.2.1.02,6]dec-8-en-3,5-dione C(C)OC1=CC2=C(N=C(S2)N2C([C@H]3[C@H]4C=C[C@@H]([C@H]3C2=O)C4)=O)C=C1